bis(2,4-di-tert.-butylphenyl)biphenylene monophosphonite P(O)O.C(C)(C)(C)C1=C(C=CC(=C1)C(C)(C)C)C1=C(C=2C3=CC=CC=C3C2C=C1)C1=C(C=C(C=C1)C(C)(C)C)C(C)(C)C